[S].FC=1C=C(NC2C(NC(CC2)=O)=O)C=C(C1N1CCN(CC1)C1CCNCC1)F 3-[3,5-difluoro-4-[4-(4-piperidyl)piperazin-1-yl]anilino]piperidine-2,6-dione sulfur